4-allyloxyethoxy-2-hydroxybenzophenone C(C=C)OCCOC1=CC(=C(C(=O)C2=CC=CC=C2)C=C1)O